ClC=1C=CC(=C(C1)C1=CC(=NC=C1OC)OC)N1N=NC(=C1)C(F)(F)F 4-{5-chloro-2-[4-(trifluoromethyl)-1H-1,2,3-triazole-1-yl]Phenyl}-2,5-dimethoxypyridine